ClC=1C=2N(C=CC1SC1=NC=C(N=C1)Cl)C=C(N2)C(=O)N 8-chloro-7-((5-chloropyrazin-2-yl)thio)imidazo[1,2-a]pyridine-2-carboxamide